N-(4-hydroxy-3-(methylsulfonyl)phenyl)-4-((4-(trifluoromethoxy)benzyl)oxy)benzamide OC1=C(C=C(C=C1)NC(C1=CC=C(C=C1)OCC1=CC=C(C=C1)OC(F)(F)F)=O)S(=O)(=O)C